2,3,5-trimethyl-4,4'-bipyridine CC1=NC=C(C(=C1C)C1=CC=NC=C1)C